(3-cyano-2-fluorobenzylidene)-2-methylpropane-2-sulfinamide C(#N)C=1C(=C(C=CC(C)(S(=O)N)C)C=CC1)F